C([O-])=[Te] formtellurate